C1(CC1)C1=CC(=NC=2N1N=C(C2)C2=C(C=C(C=C2)N2CC(CCC2)O)F)C(=O)N2[C@@H](C1=CC=CC=C1CC2)C 1-(4-{7-cyclopropyl-5-[(1R)-1-methyl-1,2,3,4-tetrahydroisoquinoline-2-carbonyl]-pyrazolo[1,5-a]pyrimidin-2-yl}-3-fluorophenyl)piperidin-3-ol